(R)-1-Methyl-5-oxo-N-(5-(((trans)-4-(trifluoromethyl)cyclohexyl)oxy)-2,3-dihydro-benzofuran-7-yl)pyrrolidine-2-carboxamide CN1[C@H](CCC1=O)C(=O)NC1=CC(=CC=2CCOC21)O[C@@H]2CC[C@H](CC2)C(F)(F)F